C(C)C1=C(C(N(C2=CC=C(C=C12)C1=CC=C(C=C1)C1CCN(CC1)C(C)C)C)=O)C1=CC=C(C=C1)S(=O)(=O)C 4-ethyl-3-(4-methanesulfonylphenyl)-1-methyl-6-{4-[1-(propan-2-yl)piperidin-4-yl]phenyl}-1,2-dihydroquinolin-2-one